C1(CC1)CNC1=NC=CC(=C1)C=1OC=C(N1)C(=O)NC=1C(=NN(C1)C1=CC=C(C=C1)N1CCN(CC1)CC1=CC(=CC=C1)NC1C(NC(CC1)=O)=O)C(F)F 2-(2-((cyclopropylmethyl)amino)pyridin-4-yl)-N-(3-(difluoromethyl)-1-(4-(4-(3-((2,6-dioxopiperidin-3-yl)amino)benzyl)piperazin-1-yl)phenyl)-1H-pyrazol-4-yl)oxazole-4-carboxamide